C1(=CC=CC=C1)N1CCN(CC1)C=1C=C2C(=CN(C2=CC1)[Si](C(C)C)(C(C)C)C(C)C)NC(CC)=O N-(5-(4-phenylpiperazin-1-yl)-1-(triisopropylsilyl)-1H-indol-3-yl)propanamide